tert-butyl 4-((1'-(4-((4-(2-(3-chloro-5-cyanophenyl)propan-2-yl)phenoxy)methyl)pyrimidin-2-yl)-[1,4'-bipiperidin]-4-yl)methyl)piperazine-1-carboxylate ClC=1C=C(C=C(C1)C#N)C(C)(C)C1=CC=C(OCC2=NC(=NC=C2)N2CCC(CC2)N2CCC(CC2)CN2CCN(CC2)C(=O)OC(C)(C)C)C=C1